N[C@H](COC1=CC=C(C=C1)C(=O)N1C[C@H](CC1)C1=CC=C(C=C1)F)CN1NNN=C1 (4-((S)-2-Amino-3-(2H-tetrazol-1-yl)propoxy)phenyl)((R)-3-(4-fluorophenyl)pyrrolidin-1-yl)methanon